C(C)C1CNC2=NC=CC=3C=C(N1C32)C=O 11-ethyl-1,7,9-triazatricyclo[6.3.1.04,12]dodeca-2,4(12),5,7-tetraene-2-carbaldehyde